NC=1C=2O[C@@H](C3=CC(=CC=C3C3=NN(C=C3CN3C=NC(=C3C(=CN1)C2)C#N)C)F)C (19R)-22-amino-16-fluoro-10,19-dimethyl-20-oxa-4,6,10,11,23-pentaazapentacyclo[19.3.1.02,6.08,12.013,18]pentacosa-1(24),2,4,8,11,13,15,17,21(25),22-decaene-3-carbonitrile